C(C)(C)N1CCN(CC1)C1=NC=CC=C1N 2-(4-isopropylpiperazin-1-yl)pyridin-3-amine